ClC1=NC(=NC(=N1)NCCC[Si](OCC)(OCC)OCC)[N+]1(CCOCC1)CCOC(CCCCCCCCC)=O 4-(4-chloro-6-((3-(triethoxysilyl)propyl)amino)-1,3,5-triazine-2-yl)-4-(2-(decanoyloxy)ethyl)morpholin-4-ium